NC1=NC=C(C=C1O[C@H](C)C=1C=CC(=C(C1)NC(C1=C(C(=CC=C1)C)Cl)=O)F)Cl (R)-N-(5-(1-((2-amino-5-chloropyridin-3-yl)oxy)ethyl)-2-fluorophenyl)-2-chloro-3-methylbenzamide